BrC1=CC=C(C(=N1)C[C@H](N)C1=C(C=CC=C1)C1=NOC2=C1C=CC(=C2)F)F (S)-2-(6-Bromo-3-fluoropyridine-2-yl)-1-[2-(6-fluorobenzo[d]isoxazol-3-yl)phenyl]-ethan-1-amine